ICCC1CCOCC1 4-(2-iodoethyl)tetrahydro-2H-pyran